Cl.FC=1C(=NC=2CCNCC2C1)C(=O)O 3-fluoro-5,6,7,8-tetrahydro-1,6-naphthyridine-2-carboxylate hydrochloride